COC=1C=C2C=CN(C2=CC1)CC(C)O (5-methoxy-1H-indol-1-yl)-2-propanol